FCCNCC[C@@H](C)NC(=O)C1=CC2=CC=CC(=C2C=C1)OC1=CC=C(C=C1)C(F)(F)F (R)-N-(4-((2-fluoroethyl)amino)butan-2-yl)-5-(4-(trifluoromethyl)phenoxy)-2-naphthamide